(3S)-(4-methoxy-1,3-dimethylpiperidin-3-yl)methanol COC1[C@](CN(CC1)C)(C)CO